N-{4-[7-cyclopropyl-3-(pyridin-2-yl)-1-{[2-(trimethylsilyl)ethoxy]methyl}-1H-pyrrolo[3,2-b]pyridin-2-yl]pyridin-2-yl}-2-(4-fluorophenyl)acetamide C1(CC1)C1=C2C(=NC=C1)C(=C(N2COCC[Si](C)(C)C)C2=CC(=NC=C2)NC(CC2=CC=C(C=C2)F)=O)C2=NC=CC=C2